NC1=C2C(=NC=N1)N(N=C2C2=NOC(=C2B(O)O)C2CC2)C2CC2 [3-(4-amino-1-cyclopropyl-pyrazolo[3,4-d]pyrimidin-3-yl)-5-cyclopropyl-isoxazol-4-yl]boronic acid